CN(C1(CCC2(CN(C(N2CC2(CCC2)O)=O)CCC(=O)NCCOC)CC1)C1=CC=CC=C1)C 3-[8-Dimethylamino-1-[(1-hydroxy-cyclobutyl)-methyl]-2-oxo-8-phenyl-1,3-diazaspiro[4.5]decan-3-yl]-N-(2-methoxyethyl)-propionamide